(S)-(3-aminopyrrolidin-1-yl)(3-methyl-5-(1,2,3,4-tetrahydroquinolin-7-yl)thiophen-2-yl)methanone N[C@@H]1CN(CC1)C(=O)C=1SC(=CC1C)C1=CC=C2CCCNC2=C1